7-{4-methyl-5-[(methylamino)methyl]-3H-imidazol-2-yl}-4-(pyrazolo[1,5-a]pyridin-3-yl)-2,3-dihydro-1H-isoindol-1-one CC=1NC(=NC1CNC)C=1C=CC(=C2CNC(C12)=O)C=1C=NN2C1C=CC=C2